(S)-1'-(8-iodoimidazo[1,2-C]pyrimidin-5-yl)-5,7-dihydrospiro[cyclopenta[b]pyrazin-6,4'-piperidin]-5-amine IC=1C=2N(C(=NC1)N1CCC3(CC1)[C@@H](C=1C(=NC=CN1)C3)N)C=CN2